1-(t-butyl) 2,4-dimethyl (2S)-4-((5-methyl-3-nitropyridin-2-yl)oxy)pyrrolidine-1,2,4-tricarboxylate CC=1C=C(C(=NC1)OC1(C[C@H](N(C1)C(=O)OC(C)(C)C)C(=O)OC)C(=O)OC)[N+](=O)[O-]